ClCCSCCCSCCCl 1,3-bis(2-chloroethylthio)-n-propane